[Ce+3].[O-2].[Ta+5].[O-2].[O-2].[O-2] tantalum oxide cerium